2-(3-(1-((1R,5S,6s)-3-azabicyclo[3.1.0]hexan-6-yl)vinyl)-1,2,4-triazin-6-yl)-5-(1H-imidazol-1-yl)phenol [C@@H]12CNC[C@H]2C1C(=C)C=1N=NC(=CN1)C1=C(C=C(C=C1)N1C=NC=C1)O